O1C=CC2=C1C=CC(=C2)S(=O)(=O)N2CC=1CN(CC1C2)C(=O)C=2OC=CC2 2-(1-Benzofuran-5-sulfonyl)-5-(furan-2-carbonyl)-1H,2H,3H,4H,5H,6H-pyrrolo[3,4-c]pyrrole